O1C=CCC1 1,4-dihydrofuran